ClC1=C(C=CC(=C1)CN1N=CC=C1C)CO (2-chloro-4-((5-methyl-1H-pyrazol-1-yl)methyl)phenyl)methanol